2-Chloro-N-(7-nitro-1,2,3,4-tetrahydronaphthalen-1-yl)pyrido[3,2-d]pyrimidin-4-amine ClC=1N=C(C2=C(N1)C=CC=N2)NC2CCCC1=CC=C(C=C21)[N+](=O)[O-]